BrCC(=O)C1=C(C=C(C=C1)[C@H]1N(CCC1)C(=O)OC(C)(C)C)F tert-butyl (S)-2-(4-(2-bromoacetyl)-3-fluorophenyl)pyrrolidine-1-carboxylate